benzyl ((1-(2-(1-(2-(2,6-dioxopiperidin-3-yl)-1,3-dioxoisoindolin-4-yl)pyrrolidin-3-yl)ethyl)piperidin-4-yl)methyl)carbamate O=C1NC(CCC1N1C(C2=CC=CC(=C2C1=O)N1CC(CC1)CCN1CCC(CC1)CNC(OCC1=CC=CC=C1)=O)=O)=O